N[C@@H](CC(=O)OC(C)(C)C)C(=O)N tert-butyl (S)-3,4-diamino-4-oxobutanoate